tert-Butyl 7-(3-aminopropyl)-2,7-diazaspiro[3.5]nonane-2-carboxylate NCCCN1CCC2(CN(C2)C(=O)OC(C)(C)C)CC1